7-(8-((tert-butoxycarbonyl)amino)-7-fluoro-3-((2-methyl-1-oxo-1,2,3,4-tetrahydroisoquinolin-7-yl)amino)isoquinolin-6-yl)-8-methyl-2,3-dihydro-1H-pyrido[2,3-b][1,4]oxazine-1-carboxylate C(C)(C)(C)OC(=O)NC=1C(=C(C=C2C=C(N=CC12)NC1=CC=C2CCN(C(C2=C1)=O)C)C1=C(C2=C(OCCN2C(=O)[O-])N=C1)C)F